1-isobutylpyridin-2(1H)-one C(C(C)C)N1C(C=CC=C1)=O